(S)-4-(7-(3-aminopyrrol-1-yl)-3-(4-fluorophenyl)-4-oxo-3,4-dihydro-quinazolin-2-yl)benzonitrile NC1=CN(C=C1)C1=CC=C2C(N(C(=NC2=C1)C1=CC=C(C#N)C=C1)C1=CC=C(C=C1)F)=O